FC1=C(C=CC(=C1)OC)C=1N=C(NC1)C1N(CCCC1)C(C(C)SC)=O 1-(2-(4-(2-fluoro-4-methoxyphenyl)-1H-imidazol-2-yl)piperidin-1-yl)-2-(methylsulfanyl)propan-1-one